9-fluorenylmethoxycarbonyl-indoleamine C1=CC=CC=2C3=CC=CC=C3C(C12)COC(=O)C1=C(NC2=CC=CC=C12)N